3-chloro-4-methylthiophene-2-sulfonamide ClC1=C(SC=C1C)S(=O)(=O)N